(r)-2-phenylpropanol C1(=CC=CC=C1)[C@H](CO)C